5-Bromo-4-(furan-3-carboxamido)thiophene-2-carboxylic acid methyl ester COC(=O)C=1SC(=C(C1)NC(=O)C1=COC=C1)Br